CC(C(=O)C1=CC=CC=C1)(O)C 2,2-dimethyl-2-hydroxyacetophenone